tert-butyl (2S)-4-(5-((4-(bis(4-methoxybenzyl)amino)-2-butoxyimidazo[2,1-f][1,2,4]triazin-7-yl)(hydroxy)methyl)-3-methylpyridin-2-yl)-2-methylpiperazine-1-carboxylate COC1=CC=C(CN(C2=NC(=NN3C2=NC=C3C(C=3C=C(C(=NC3)N3C[C@@H](N(CC3)C(=O)OC(C)(C)C)C)C)O)OCCCC)CC3=CC=C(C=C3)OC)C=C1